FC1(CC(C1)N1C(C(=CC=C1)NC(C1=C(C=C(C=C1)NS(=O)(=O)CCO)N1C[C@H]2C[C@]2(CC1)C(F)(F)F)=O)=O)F N-(1-(3,3-difluorocyclobutyl)-2-oxo-1,2-dihydropyridin-3-yl)-4-((2-hydroxyethyl)sulfonamido)-2-((1S,6R)-6-(trifluoromethyl)-3-azabicyclo[4.1.0]heptan-3-yl)benzamide